diphenyl-(6-(4,4,5,5-tetramethyl-1,3,2-dioxaborolan-2-yl)naphthalen-2-yl)phosphine oxide C1(=CC=CC=C1)P(C1=CC2=CC=C(C=C2C=C1)B1OC(C(O1)(C)C)(C)C)(C1=CC=CC=C1)=O